(S)-4-(3-((tert-butoxycarbonyl)amino)-3-methylpyrrolidin-1-yl)-6-methylnicotinic acid ethyl ester C(C)OC(C1=CN=C(C=C1N1C[C@@](CC1)(C)NC(=O)OC(C)(C)C)C)=O